thiuram disulfide NC(=S)SSC(=S)N